FC(OC1=CC=C(C=C1)CCC(=O)O)F 3-(4-(difluoromethoxy)phenyl)propanoic acid